6-(4-(1-(4-hydroxyphenyl)-3-oxo-1,3-dihydroisobenzofuran-1-yl)phenoxy)hexanoic acid OC1=CC=C(C=C1)C1(OC(C2=CC=CC=C12)=O)C1=CC=C(OCCCCCC(=O)O)C=C1